NC1=CC=C(O1)C1=NN2C=NC3=C(C2=N1)C=NN3CCCC 5-amino-2-furyl-7-butyl-7H-pyrazolo[4,3-e][1,2,4]triazolo[1,5-c]pyrimidine